4-[(1S,4S,5R)-5-{[4-cyclopropyl-1-(2,6-dichlorophenyl)-1H-1,2,3-triazol-5-yl]methoxy}-2-azabicyclo[2.2.1]heptan-2-yl]-2-fluorobenzoic acid C1(CC1)C=1N=NN(C1CO[C@H]1[C@@H]2CN([C@H](C1)C2)C2=CC(=C(C(=O)O)C=C2)F)C2=C(C=CC=C2Cl)Cl